N(=C=O)C1=CC=C(C=C1)SC1=C(C=CC=C1)N=C=O 2-[(4-isocyanatophenyl)thio]phenyl isocyanate